1-benzyl-6-chloro-3-propylpyrimidine-2,4(1H,3H)-dione C(C1=CC=CC=C1)N1C(N(C(C=C1Cl)=O)CCC)=O